4-[(4-oxocyclohexyl)amino]-1-(2,2,2-trifluoroethyl)-1H-indol O=C1CCC(CC1)NC1=C2C=CN(C2=CC=C1)CC(F)(F)F